(1R,3S)-3-{5-[2-(5-chloro-2-formyl-3-hydroxyphenoxy)acetamido]-2H-pyrazol-3-yl}cyclopentyl N-isopropylcarbamate C(C)(C)NC(O[C@H]1C[C@H](CC1)C=1NN=C(C1)NC(COC1=C(C(=CC(=C1)Cl)O)C=O)=O)=O